n-methyl-4-(1-phenyl-2,3-dihydro-1H-benzo[d]pyrrolo[1,2-a]imidazol-7-yl)benzenesulfonamide CNS(=O)(=O)C1=CC=C(C=C1)C1=CC2=C(N=C3N2C(CC3)C3=CC=CC=C3)C=C1